C(O)(O)=O.CC=CCCCCC methylheptene carbonate